ClC1=CC(=C(C=C1)COC1=NC=2CN(CCC2C=C1C(F)F)CC1=NC2=C(N1C[C@H]1OCC1)C=C(C=C2)C(=O)O)F 2-({2-[(4-chloro-2-fluorophenyl)methoxy]-3-(difluoromethyl)-5,6,7,8-tetrahydro-1,7-naphthyridin-7-yl}methyl)-1-{{(2S)-oxetan-2-yl}methyl}-1H-1,3-benzodiazole-6-carboxylic acid